OC(CCCCCCCCCCC(=O)[O-])CCCCCC.[Zn+2].OC(CCCCCCCCCCC(=O)[O-])CCCCCC zinc 12-hydroxystearate